FC1(CCN(CC1)C1=C(C=CC(=N1)N)F)F 6-(4,4-difluoropiperidin-1-yl)-5-fluoropyridin-2-amine